NC(=O)C(=O)N oxamid